6-Chloro-3-(3,4-difluorobenzoyl)-N-(3-(dimethylamino)propyl)-4-oxo-4H-chromene-2-carboxamide ClC=1C=C2C(C(=C(OC2=CC1)C(=O)NCCCN(C)C)C(C1=CC(=C(C=C1)F)F)=O)=O